4-(3-(2,4-Difluoro-3-hydroxy-5-(trifluoromethyl)phenyl)-1-methyl-1H-pyrazolo[3,4-d]pyrimidin-6-yl)-2,2-dimethylthiomorpholine 1,1-dioxide FC1=C(C=C(C(=C1O)F)C(F)(F)F)C1=NN(C2=NC(=NC=C21)N2CC(S(CC2)(=O)=O)(C)C)C